[2-(7-{[(2R)-1,4-dioxan-2-ylmethyl]carbamoyl}-8-methyl-4,5-dihydro-2H-furo[2,3-g]indazol-2-yl)ethyl]carbamic acid tert-butyl ester C(C)(C)(C)OC(NCCN1N=C2C3=C(CCC2=C1)OC(=C3C)C(NC[C@H]3OCCOC3)=O)=O